C(#N)C=1C=CC(=C2C=CC=NC12)N1C[C@@H]2N([C@@H](C1)C)CCN(C2)C2=C1CCN(CC1=CC=C2)C(=O)OC(C)(C)C tert-butyl 5-[cis-2-(8-cyano-5-quinolyl)-4-methyl-3,4,6,7,9,9a-hexahydro-1H-pyrazino[1,2-a]pyrazin-8-yl]-3,4-dihydro-1H-isoquinoline-2-carboxylate